N[C@@H](CS(=O)(O)=O)C(=O)N Cysteamid